BrC(C=C=O)C(C(=O)OCC)CC(F)(F)F ethyl 2-(1-bromo-2-carbonylethyl)-4,4,4-trifluorobutyrate